C(=C)(C)C1=CC=C(C=C1)O[Si](CC)(CC)C 4-isopropenylphenyloxy-methyldiethylsilane